N-butyl-8-cyclopropyl-9-(2-trimethylsilylethoxymethyl)purin-6-amine C(CCC)NC1=C2N=C(N(C2=NC=N1)COCC[Si](C)(C)C)C1CC1